C(CCC)N(C(C1=C(C=CC=C1)F)=O)C1=CC(=CC=C1)N(C)CC=1N=CNC1 N-butyl-2-fluoro-N-[3-[1H-imidazol-4-ylmethyl(methyl)amino]phenyl]benzamide